2-1-cyclopropyl-3-ethyl-5-(4,4,5,5-tetramethyl-1,3,2-dioxaborolan-2-yl)pyrazole C1(CC1)N1N=C(C=C1CC)B1OC(C(O1)(C)C)(C)C